tri-n-butylphosphonium C(CCC)[PH+](CCCC)CCCC